5-((2-methyl-1,4-diazacycloheptane-1-yl)sulfonyl)isoquinoline tert-Butyl-4-((4-methoxypyridin-3-yl)(4-(trifluoromethyl)phenyl)amino)piperidine-1-carboxylate C(C)(C)(C)OC(=O)N1CCC(CC1)N(C1=CC=C(C=C1)C(F)(F)F)C=1C=NC=CC1OC.CC1N(CCCNC1)S(=O)(=O)C1=C2C=CN=CC2=CC=C1